Bis(2-ethylbutyl) 9,9'-((4-(2-(4-(2-((3-(bis(2-hydroxy-7-isopropoxy-7-oxoheptyl)amino)propyl)disulfaneyl)ethyl)piperazin-1-yl)ethoxy)-4-oxobutyl)azanediyl)-bis(8-hydroxynonanoate) OC(CN(CCCSSCCN1CCN(CC1)CCOC(CCCN(CC(CCCCCCC(=O)OCC(CC)CC)O)CC(CCCCCCC(=O)OCC(CC)CC)O)=O)CC(CCCCC(OC(C)C)=O)O)CCCCC(=O)OC(C)C